2-((2S,6R)-2,6-dimethylpiperidin-1-yl)ethanamine C[C@@H]1N([C@@H](CCC1)C)CCN